CS(=O)(=O)C=1C=CC(=NC1)CC1CC2(CN(C2)C(=O)N2C[C@H](CC2)C2=NC=NN2)C1 [6-[(5-Methylsulfonyl-2-pyridyl)methyl]-2-azaspiro[3.3]heptan-2-yl]-[(3S)-3-(1H-1,2,4-triazol-5-yl)pyrrolidin-1-yl]methanone